FC(OC1=C(C=CC=C1)[C@@H]1CCN2N1C=1C=C(C=CC1C2=O)C=2C=NC(=NC2)C(C)(C)O)F (S)-3-(2-(difluoromethoxy)phenyl)-6-(2-(2-hydroxy-prop-2-yl)pyrimidin-5-yl)-2,3-dihydro-1h,9h-pyrazolo[1,2-a]indazol-9-one